FC1=CC=C2C=C(NC(C2=C1)=O)CCC(=O)N1CCN(CC1)C1=C(C#N)C=CC=C1 2-(4-(3-(7-fluoro-1-oxo-1,2-dihydroisoquinolin-3-yl)propionyl)piperazin-1-yl)benzonitrile